CC1=CC=CC=2N(C(N(C21)C=2C=NC(=CC2)C2=C1C(=CN=C2)NN=C1)=O)CC(=O)O 2-[4-methyl-2-oxo-3-[6-(1H-pyrazolo[3,4-c]pyridin-4-yl)-3-pyridinyl]benzimidazol-1-yl]acetic acid